ClC=1C=C(C=CC1)N1C(\C(\CC1=O)=C\C1=C(OCC2=CC(=C(C#N)C=C2)OC)C=CC=C1)=O (E)-4-((2-((1-(3-chlorophenyl)-2,5-dioxopyrrolidin-3-ylidene)methyl)phenoxy)methyl)-2-methoxybenzonitrile